1-dimethylmethoxysilyl-8-bis(diethylamino)phenylsilyloctane C[Si](CCCCCCCC[Si](C1=CC=CC=C1)(N(CC)CC)N(CC)CC)(OC)C